N[C@H]1CC(=O)OCCOC1=O N'-(1,2-ethylene) aspartate